COC(=O)C1=C(C=C2NC(C=3N(C2=C1)C(=NC3)C)=O)Cl 7-chloro-1-methyl-4-oxo-5H-imidazo[1,5-a]quinoxaline-8-carboxylic acid methyl ester